C(C)(C)(C)OC(=O)C1CC(N(CC1)C)C1CCNCC1 piperidin-4-yl-methylpiperidine-4-carboxylic acid tert-butyl ester